OP(O)OP(O)O.C(C)(C)(C)C1=C(C(=CC(=C1)C)C(C)(C)C)C(O)(C(CO)(CO)CO)C1=C(C=C(C=C1)C(C)(C)CC(C)(C)C)C(C)(C)CC(C)(C)C 2,6-di-tert-butyl-4-methylphenyl-2,4-di-tert-octylphenyl-pentaerythritol diphosphite